BrCC1=C(C(=CC(=C1)C)CBr)O 2,6-bis(bromomethyl)-4-methylphenol